7-methyl-1H-indol-4-amine CC1=CC=C(C=2C=CNC12)N